3-fluoro-4-(3-(4-(hydroxymethyl)phenyl)-5,6-dihydroimidazo[1,2-a]pyrazin-7(8H)-yl)benzonitrile FC=1C=C(C#N)C=CC1N1CC=2N(CC1)C(=CN2)C2=CC=C(C=C2)CO